C(CCC(=O)O)(=O)O.O[C@H]1C[C@H]2CC[C@H]3[C@@H]4CC[C@H](C(C)=O)[C@]4(CC[C@@H]3[C@]2(CC1)C)C.O[C@H]1C[C@H]2CC[C@H]3[C@@H]4CC[C@H](C(C)=O)[C@]4(CC[C@@H]3[C@]2(CC1)C)C 3α-hydroxy-5β-pregnan-20-one hemisuccinate